O=C1NC(CCC1N1C(C2=CC=C(C(=C2C1)F)CN(C)CC1=CC=C(C=C1)C=1OC2=C(C1)C=C(C=C2C(=O)N)F)=O)=O 2-(4-((((2-(2,6-dioxopiperidin-3-yl)-4-fluoro-1-oxoisoindolin-5-yl)methyl)(methyl)amino)methyl)phenyl)-5-fluorobenzofuran-7-carboxamide